(6-(3-methyl-2-oxoimidazolin-1-yl)-2-azabicyclo[2.2.2]octan-2-yl)-3-((4-(piperidin-4-yl)phenyl)amino)pyrazine-2-carboxamide CN1C(N(CC1)C1CC2CN(C1CC2)C=2N=C(C(=NC2)C(=O)N)NC2=CC=C(C=C2)C2CCNCC2)=O